4-((E)-((E)-4-((E)-3-(4-methoxyphenyl)acryloyloxy)benzylidene)amino)benzoic acid COC1=CC=C(C=C1)/C=C/C(=O)OC1=CC=C(\C=N\C2=CC=C(C(=O)O)C=C2)C=C1